N-(alpha-trimethylammonioacetyl)didodecyl-D-glutamic acid chloride C[N+](CC(=O)N([C@](CCC(=O)Cl)(C(=O)Cl)CCCCCCCCCCCC)CCCCCCCCCCCC)(C)C